BrC1=C(C=C(C=C1)C=1CCN(CC1)C)F 4-(4-bromo-3-fluoro-phenyl)-1-methyl-3,6-dihydro-2H-pyridine